N1(CCCCC1)CCC=C(C(=O)N)C 2-(piperidino)ethyl-methacrylamide